2-amino-N-(1-(4-chloro-7-ethoxy-2-isopropyl-2H-indazol-6-yl)ethyl)pyrazolo[1,5-a]pyrimidine-3-carboxamide NC1=NN2C(N=CC=C2)=C1C(=O)NC(C)C=1C=C(C2=CN(N=C2C1OCC)C(C)C)Cl